4,4''-diamino-para-terphenyl butyl-stearate (Butyl-stearate) C(CCC)C(C(=O)O)CCCCCCCCCCCCCCCC.C(CCC)OC(CCCCCCCCCCCCCCCCC)=O.NC1=CC=C(C=C1)C1=CC=C(C=C1)C1=CC=C(C=C1)N